CN(CCNC(=O)C1=NN(C2=C1C=NC(=C2)C=2C=NN1C2N=CC=C1)C1=C(C=CC(=C1)S(=O)(=O)C)OC)C N-(2-(dimethylamino)ethyl)-1-(2-methoxy-5-(methylsulfonyl)phenyl)-6-(pyrazolo[1,5-a]pyrimidin-3-yl)-1H-pyrazolo[4,3-c]pyridine-3-carboxamide